C(C)(C)(C)OC(=O)NC(C(=O)[C@H]1C(=O)NC(C1)=O)CCCCNC(=O)OC(C)(C)C (S)-2,6-di-t-butoxycarbonylaminocaproyl-succinimide